OC1=C(C=C(C(=C1)O)C)C(\C=C\C1=CC=CC=C1)=O (E)-1-(2,4-dihydroxy-5-methylphenyl)-3-phenylpropan-2-en-1-one